O1C(=NC2=C1C=C(C=C2)C2=CC1=C(N=C(O1)C1=CC=C(N)C=C1)C=C2)C2=CC=C(N)C=C2 4,4'-([6,6']bi[benzoxazolyl]-2,2'-diyl)-bis-aniline